4-(3,6-diazabicyclo[3.1.1]heptan-3-yl)-6-(1-methyl-1H-pyrazol-4-yl)pyrazolo[1,5-a]pyridine-3-carbonitrile trifluoroacetate FC(C(=O)O)(F)F.C12CN(CC(N1)C2)C=2C=1N(C=C(C2)C=2C=NN(C2)C)N=CC1C#N